bisisostearyl malate C(C(O)CC(=O)OCCCCCCCCCCCCCCCC(C)C)(=O)OCCCCCCCCCCCCCCCC(C)C